S1C=NC=C1NC1=CC=CC=C1 (thiazol-5-yl)aniline